F[C@@H]1C[C@H]2[C@H](CCC3=C(O2)C(=C(C=C3)C(=O)O)C)[C@H]1\C=C\C(C1(CCC1)C1=CC=CC=C1)O (1R,2R,3aS,10aR)-2-fluoro-1-[(1E,3ξ)-3-hydroxy-3-(1-phenylcyclobutyl)-1-propen-1-yl]-5-methyl-2,3,3a,9,10,10a-hexahydro-1H-benzo[b]cyclopenta[f]oxepin-6-carboxylic acid